C[C@H]1CN(CCC1)C(=O)OC(C)(C)C Tert-butyl (R)-3-methylpiperidine-1-carboxylate